2-(1-piperazinyl)ethylamine aminoisobutyrate NC(C(=O)O)(C)C.N1(CCNCC1)CCN